2,4-dimethyl-3,5,6-trifluorobenzyl (1R)-trans-3-(2-cyano-1-propenyl)-2,2-dimethylcyclopropanecarboxylate C(#N)C(=C[C@H]1C([C@@H]1C(=O)OCC1=C(C(=C(C(=C1F)F)C)F)C)(C)C)C